3-bromo-2-methoxybenzaldehyde BrC=1C(=C(C=O)C=CC1)OC